5-(4,5-dichloro-2-(1-methyl-1H-pyrazol-4-yl)phenyl)-3-methylenedihydrofuran-2(3H)-one ClC1=CC(=C(C=C1Cl)C1CC(C(O1)=O)=C)C=1C=NN(C1)C